7-((4-(6-(2-(Benzylamino)-2-oxoethyl)pyridin-3-yl)phenyl)amino)-N-hydroxyheptanamide C(C1=CC=CC=C1)NC(CC1=CC=C(C=N1)C1=CC=C(C=C1)NCCCCCCC(=O)NO)=O